O1COC2=C1C=CC(=C2)NC2=NC(=NC=C2C(F)(F)F)NCC2CC2 N4-(benzo[d][1,3]dioxol-5-yl)-N2-(cyclopropylmethyl)-5-(trifluoromethyl)pyrimidine-2,4-diamine